tetrahydropyridine-2,4-dione N1C(CC(CC1)=O)=O